C12CCC(CC1)N2CC2=C(/C=N/O)C(=CC=C2OC)F (E)-2-((7-azabicyclo[2.2.1]heptan-7-yl)methyl)-6-fluoro-3-methoxybenzaldehyde oxime